OC1=CC2=CC=C3C=C(C=C4C=CC(=C1)C2=C43)O 2,7-Dihydroxyl-pyrene